ClC1=CC=C(N=N1)NC(=O)C1=NN(C(CC1)=O)C N-(6-chloropyridazin-3-yl)-1-methyl-6-oxo-1,4,5,6-tetrahydropyridazine-3-carboxamide